(S,E)-4-(8-amino-3-(1-(4-methoxybut-2-enoyl)pyrrolidin-2-yl)imidazo[1,5-a]pyrazin-1-yl)-2-fluoro-N-(4-methoxypyridin-2-yl)benzamide NC=1C=2N(C=CN1)C(=NC2C2=CC(=C(C(=O)NC1=NC=CC(=C1)OC)C=C2)F)[C@H]2N(CCC2)C(\C=C\COC)=O